C(C)(C)(C)OC(=O)N1CCC(CC1)C1=CC=CC(=N1)OCC1=CC(=C(C=C1F)C(=O)O)OC 4-(((6-(1-(tert-butoxycarbonyl)piperidin-4-yl)pyridin-2-yl)oxy)methyl)-5-fluoro-2-methoxybenzeneFormic acid